3-octylsilane CCC(CCCCC)[SiH3]